C(CCCCCCCCC)NCCCN N-decyl-1,3-propylenediamine